N-(3-Aminopropyl)malonic acid amide NCCCNC(CC(=O)O)=O